(E)-10H-phenothiazine-3-carbaldehyde oxime C1=CC(=CC=2SC3=CC=CC=C3NC12)/C=N/O